N4-(3-[(1,1-Dimethylethyl)sulfonamido]phenyl)-N4-[4-(4-methylpiperazin-1-yl)phenyl]-5,6,7,8-tetrahydroquinazoline-2,4-diamine CC(C)(C)S(=O)(=O)NC=1C=C(C=CC1)N(C1=NC(=NC=2CCCCC12)N)C1=CC=C(C=C1)N1CCN(CC1)C